C1(CC1)N1C=C(C2=CC(=CC=C12)C1=NC(=NO1)[C@@H]1CC12CCN(CC2)S(=O)(=O)N)C (1R)-1-[5-(1-cyclopropyl-3-methyl-1H-indol-5-yl)-1,2,4-oxadiazol-3-yl]-6-azaspiro[2.5]octane-6-sulfonamide